6-fluoro-1-oxo-1,3-dihydrospiro[indene-2,4'-piperidine]-1'-carboxylic acid tert-butyl ester C(C)(C)(C)OC(=O)N1CCC2(CC1)C(C1=CC(=CC=C1C2)F)=O